C1(=CC=CC=C1)CCNC1=CC=C(CN2CCN(CC2)C(=O)OC(C)(C)C)C=C1 Tert-butyl 4-(4-(phenylethylamino)benzyl)piperazine-1-carboxylate